C=C1CCC2(OCCO2)CC1 8-Methylene-1,4-dioxaspiro[4.5]decane